2-(2-(4-(difluoromethyl)-1-(2-(trifluoromethyl)phenyl)-1H-pyrazol-5-yl)-7-azaspiro[3.5]non-7-yl)-4-methylbenzo[d]thiazole-6-carboxylic acid FC(C=1C=NN(C1C1CC2(C1)CCN(CC2)C=2SC1=C(N2)C(=CC(=C1)C(=O)O)C)C1=C(C=CC=C1)C(F)(F)F)F